tetraphenoxysilane O(C1=CC=CC=C1)[Si](OC1=CC=CC=C1)(OC1=CC=CC=C1)OC1=CC=CC=C1